ClC=1C=C2C(=NC(=NC2=C(C1C1=CC(=CC2=CC=CC=C12)O)F)OC[C@H]1N(CCC1)C)N1C2CNCCC1CC2 4-(6-chloro-4-{3,9-diazabicyclo[4.2.1]non-9-yl}-8-fluoro-2-{[(2S)-1-methylpyrrolidin-2-yl]methoxy}quinazolin-7-yl)naphthalen-2-ol